2-((4-chloropyrimidin-5-yl)oxy)-5-fluoro-N-isopropyl-N-(2,2,2-trifluoroethyl)benzamide ClC1=NC=NC=C1OC1=C(C(=O)N(CC(F)(F)F)C(C)C)C=C(C=C1)F